FC(C(=O)O)(F)F.ClC1=NC(=CC(=C1)N)N1CC2(C(C2)(F)F)C1 2-chloro-6-(2,2-difluoro-5-azaspiro[2.3]hexan-5-yl)pyridin-4-amine, trifluoroacetic acid salt